(S)-(tert-butyl 1-(4-hydroxyphenyl)-2,2-dimethylpropyl) carbamate C(N)(OC(C(C)(C)C)(C1=CC=C(C=C1)O)C(C)(C)C)=O